O=C1NC(CCC1NC1=CC=C(C=C1)N1CC2C(C1)CN(C2)C(=O)OC(C)(C)C)=O tert-butyl 5-(4-((2,6-dioxopiperidin-3-yl)amino)phenyl)hexahydropyrrolo[3,4-c]pyrrole-2(1H)-carboxylate